5-fluoro-2-(2-methoxyethoxy)benzaldehyde FC=1C=CC(=C(C=O)C1)OCCOC